N1N=CC(=C1)CN1CCNCC1 1-((1H-pyrazol-4-yl)methyl)piperazine